4-(4-propylcyclohexyl)-2,3-difluorophenol C(CC)C1CCC(CC1)C1=C(C(=C(C=C1)O)F)F